C(C)(C)(C)OC(=O)NCCCNCCCNC(OCC1=CC=CC=C1)=O Benzyl N-[3-([3-[(tert-butoxycarbonyl)amino]propyl]amino)propyl]carbamate